5-(3-(benzyloxy)-4-nitrophenyl)-1,3,4-oxadiazol-2(3H)-one C(C1=CC=CC=C1)OC=1C=C(C=CC1[N+](=O)[O-])C1=NNC(O1)=O